[Br-].OC1=CC=C2C(C(=COC2=C1O)C1=CC=C(C=C1)CCCC[P+](C1=CC=CC=C1)(C1=CC=CC=C1)C1=CC=CC=C1)=O (4-(4-(7,8-Dihydroxy-4-oxo-41Z-chromen-3-yl)phenyl)butyl)triphenylphosphonium bromide